(R)-1,1-difluoro-N-(2-(1-(4-fluorophenyl)ethoxy)-4-(4,4,5,5-tetramethyl-1,3,2-dioxaborolan-2-yl)phenyl)methane-sulfonamide FC(S(=O)(=O)NC1=C(C=C(C=C1)B1OC(C(O1)(C)C)(C)C)O[C@H](C)C1=CC=C(C=C1)F)F